C(C)(C)(C)OC(=O)N1CCCC2=CC=C(N=C12)CCCCC(=O)NCC(CC(=O)OCC)N 7-(5-((2-amino-3-ethoxycarbonylpropyl)amino)-5-oxopentyl)-3,4-dihydro-1,8-naphthyridine-1(2H)-carboxylic acid tert-butyl ester